3-methyl-3-(5-methyl-4H-1,2,4-triazol-3-yl)-4-pentyl-[1,1'-biphenyl]-2,6-diol CC1(C(C(=C(C=C1CCCCC)O)C1=CC=CC=C1)O)C1=NN=C(N1)C